methyl (2-(2-methoxyethoxy) ethyl) carbonate C(OC)(OCCOCCOC)=O